C(C=C)(=O)N1CC(N(CC1)C1=CNC=2N=CN=CC21)=O 4-prop-2-enoyl-1-(7H-pyrrolo[2,3-d]pyrimidin-5-yl)piperazin-2-one